2-cyano-3-(2-(3',4'-dimethoxy-[1,1'-biphenyl]-4-yl)benzofuran-6-yl)acrylic acid C(#N)C(C(=O)O)=CC1=CC2=C(C=C(O2)C2=CC=C(C=C2)C2=CC(=C(C=C2)OC)OC)C=C1